FC=1C=C(C=CC1OC1=CC=NC2=CC(=CN=C12)OC)NC(=O)C=1C(=NC(=C(C1O)C1=C(C=C(C=C1)OC)F)C)C N-[3-fluoro-4-[(7-methoxy-1,5-naphthyridin-4-yl)oxy]phenyl]-5-(2-fluoro-4-methoxyphenyl)-4-hydroxy-2,6-dimethylpyridine-3-carboxamide